9,10-bis(4-methylphenyl)anthracene CC1=CC=C(C=C1)C=1C2=CC=CC=C2C(=C2C=CC=CC12)C1=CC=C(C=C1)C